C(C)(C)(C)OC(=O)N1CC2C(C1)CC(=C2)C2=NC(=CC=C2)OCC2=C(C=C(C=C2)C#N)F tert-butyl-5-(6-((4-cyano-2-fluorobenzyl)oxy)pyridin-2-yl)-3,3a,4,6a-tetrahydrocyclopenta[c]pyrrole-2(1H)-carboxylate